Pentamethylheptane CCCCCC(C)(C)C(C)(C)C